1-(4-(4-((3-(3,6-difluoropyridin-2-yl)-1-((1r,4r)-4-ethoxycyclohexyl)-1H-pyrazol-4-yl)carbamoyl)thiazol-2-yl)-1H-pyrazol-1-yl)ethyl Dihydrogen Phosphate P(=O)(OC(C)N1N=CC(=C1)C=1SC=C(N1)C(NC=1C(=NN(C1)C1CCC(CC1)OCC)C1=NC(=CC=C1F)F)=O)(O)O